C1(=CC=CC=C1)C1=CC(=C(C=C1)O)N=NC1=C(C=CC=C1)O 4-phenyl-azo-phenol